C(C)(C)(C)OC(=O)N1C[C@H](C[C@@H](C1)F)NC=1N=CC2=C(N1)C(=CC(=N2)C=2C(=NC(=CC2)N)C)C.C(CC)O[Si](C2=CC(=CC=C2)C(=C)C)(OCCC)OCCC tripropoxy(3-isopropenylphenyl)silane (3S,5S)-tert-Butyl-3-((6-(6-amino-2-methylpyridin-3-yl)-8-methylpyrido[3,2-d]pyrimidin-2-yl)amino)-5-fluoropiperidine-1-carboxylate